4-methyl-3-(1-(3-nitrophenyl)ethylthio)-4H-1,2,4-triazole CN1C(=NN=C1)SC(C)C1=CC(=CC=C1)[N+](=O)[O-]